C(C)C=1C(=CC=C2C=C(C=C(C12)C=1C=2C(C=3C(=NC(=NC3C1F)SCC)N1CCOCC(C1)(O)C)=CN(N2)C)OCOC)F 4-[4-[8-ethyl-7-fluoro-3-(methoxymethoxy)-1-naphthyl]-7-ethylsulfanyl-5-fluoro-2-methyl-pyrazolo[4,3-f]quinazolin-9-yl]-6-methyl-1,4-oxazepan-6-ol